N1(CCC1)C=1C2=C(NC(C1C=1NC=3C(=CC4=C(CCN(CC4)C4COC4)C3)N1)=O)C=CS2 7-(azetidin-1-yl)-6-(7-(oxetan-3-yl)-1,5,6,7,8,9-hexahydroimidazo[4',5':4,5]benzo[1,2-d]azepin-2-yl)thieno[3,2-b]pyridin-5(4H)-one